12-((2-(2,6-Dioxopiperidin-3-yl)-1,3-Dioxoisoindolin-4-yl)amino)dodecanoic acid tert-butyl ester C(C)(C)(C)OC(CCCCCCCCCCCNC1=C2C(N(C(C2=CC=C1)=O)C1C(NC(CC1)=O)=O)=O)=O